(R)-5-[1-(2-cyclopropyl-6-fluoro-phenyl)-piperidin-4-yl]-2,4-dimethyl-7-(2-trifluoromethyl-benzyl)-2,4,5,7-tetrahydro-pyrazolo[3,4-d]pyrimidin-6-one C1(CC1)C1=C(C(=CC=C1)F)N1CCC(CC1)N1C(N(C=2C([C@H]1C)=CN(N2)C)CC2=C(C=CC=C2)C(F)(F)F)=O